(2R,4R)-6-chloro-4-hydroxy-N-(3-{3-[6-(trifluoromethyl)pyridin-3-yl]-1,2-oxazol-5-yl}bicyclo[1.1.1]pent-1-yl)-3,4-dihydro-2H-1-benzopyran-2-carboxamide ClC=1C=CC2=C([C@@H](C[C@@H](O2)C(=O)NC23CC(C2)(C3)C3=CC(=NO3)C=3C=NC(=CC3)C(F)(F)F)O)C1